FC=1C=C(C2=C(NC(=N2)C(F)(F)F)C1)N[C@@H]1[C@H](COC2=CC=CC=C12)N1C[C@H](OCC1)C 6-FLUORO-N-((3R,4S)-3-((R)-2-METHYLMORPHOLINO)CHROMAN-4-YL)-2-(TRIFLUOROMETHYL)-1H-BENZO[D]IMIDAZOL-4-AMINE